methyl 2-chloro-4-[[3-[3-(trifluoromethyl)-1H-pyrazol-4-yl]imidazo[1,2-a]pyrazin-8-yl]amino]benzoate ClC1=C(C(=O)OC)C=CC(=C1)NC=1C=2N(C=CN1)C(=CN2)C=2C(=NNC2)C(F)(F)F